ClC=1C(=NSC1C)NC(OC(C)(C)C)=O tert-butyl N-(4-chloro-5-methyl-isothiazol-3-yl)carbamate